di-n-decyl-bis-(2-methoxyethoxy)silane C(CCCCCCCCC)[Si](OCCOC)(OCCOC)CCCCCCCCCC